CC(CC)C=1C=2N(N=CC1NC(=O)NC=1C=NC(=C(C1)Cl)N1N=CC=N1)C=C(N2)Cl N-(8-(butan-2-yl)-2-chloroimidazo[1,2-b]pyridazin-7-yl)-N'-(5-chloro-6-(2H-1,2,3-triazol-2-yl)pyridin-3-yl)urea